COC1=C(C=C(C=C1)C=C[N+](=O)[O-])O 2-methoxy-5-(2-nitrovinyl)phenol